3-[7-(aminocarbonyl)-2H-indazol-2-yl]piperidine-1-carboxylic acid tert-butyl ester C(C)(C)(C)OC(=O)N1CC(CCC1)N1N=C2C(=CC=CC2=C1)C(=O)N